(2-(3,8-diazabicyclo[3.2.1]octan-8-yl)-6,7-dihydrothiazolo[5,4-c]pyridin-5(4H)-yl)(isochroman-3-yl)methanone C12CNCC(CC1)N2C=2SC=1CN(CCC1N2)C(=O)C2OCC1=CC=CC=C1C2